ClC=1C(=C(CN2[C@@H](C[C@@](CC2)(C(=O)O)CC2=NC(=CC(=C2F)C2(CCC2)O)NC2=NNC(=C2)C)CC)C=CC1)F (2R,4R)-1-(3-chloro-2-fluorobenzyl)-2-ethyl-4-((3-fluoro-4-(1-hydroxycyclobutyl)-6-((5-methyl-1H-pyrazol-3-yl)amino)pyridin-2-yl)methyl)piperidine-4-carboxylic acid